N-(tert-butyldimethylsilyl)-4-chloro-1-ethyl-1H-pyrazole-3-sulfonamide [Si](C)(C)(C(C)(C)C)NS(=O)(=O)C1=NN(C=C1Cl)CC